6-hydroxy-2-oxo-4-propyl-1,2-dihydropyridine-3-carbonitrile OC1=CC(=C(C(N1)=O)C#N)CCC